N-[(2R,3S)-1-(1,1-dioxo-1λ6-thiomorpholin-4-yl)-3-{4-[(2S)-2-[(1-ethyl-1H-pyrazol-5-yl)formamido]-2-[(1r,4S)-4-methylcyclohexyl]acetamido]-3-fluorophenyl}-1-oxobutan-2-yl]propenamide O=S1(CCN(CC1)C([C@@H]([C@@H](C)C1=CC(=C(C=C1)NC([C@H](C1CCC(CC1)C)NC(=O)C1=CC=NN1CC)=O)F)NC(C=C)=O)=O)=O